The molecule is a quaternary ammonium ion in which the nitrogen is substituted with three methyl groups and a 2-acetoxypropyl group. Parasympathomimetic bronchoconstrictor drug used in clinical diagnosis. It has a role as a muscarinic agonist, a bronchoconstrictor agent, an epitope, a cholinergic agonist and a vasodilator agent. It is a quaternary ammonium ion and an acetate ester. CC(C[N+](C)(C)C)OC(=O)C